(4-(3,4-dichlorophenyl)-2-(2-oxa-7-azaspiro[3.5]nonane-7-carbonyl)piperazine-1-carbonyl)quinolin-2(1H)-one ClC=1C=C(C=CC1Cl)N1CC(N(CC1)C(=O)N1C(C=CC2=CC=CC=C12)=O)C(=O)N1CCC2(COC2)CC1